FC=1C(=C(C=C(C1)/C(/N)=N/O)NC(=O)C1=CN=C2N1C=CC=C2)C (Z)-N-(3-fluoro-5-(N'-hydroxycarbamimidoyl)-2-methylphenyl)imidazo[1,2-a]pyridine-3-carboxamide